CNC(C1=NC(=C(C=C1)N1CCN(CC1)CC1=CC(=NC=C1)NC(C(C)NC)=O)C)=O N,6-dimethyl-5-(4-((2-(2-(methylamino)propanamido)pyridin-4-yl)methyl)piperazin-1-yl)picolinamide